C(C)CC(CC(=O)[O-])=O.C(C)CC(CC(=O)[O-])=O.C(CC)(=O)[O-].C(CC)(=O)[O-].[Ti+4] titanium dipropionate bis(ethylacetoacetate)